perfluoro thiol FS